4-(4-bromo-1-methyl-1H-pyrazol-3-yl)pyridazine BrC=1C(=NN(C1)C)C1=CN=NC=C1